5-[4-amino-5-(trifluoromethyl)pyrrolo[2,1-f][1,2,4]triazin-7-yl]-2-chloro-N-[(3R,4S)-4-fluoro-1-(3-fluoropyridine-4-carbonyl)pyrrolidin-3-yl]benzamide NC1=NC=NN2C1=C(C=C2C=2C=CC(=C(C(=O)N[C@@H]1CN(C[C@@H]1F)C(=O)C1=C(C=NC=C1)F)C2)Cl)C(F)(F)F